C1(=CCCCC1)CCNS(=O)(=O)C=1C=CC2=C(C(=C(O2)C(=O)[O-])C)C1 5-(N-(2-(cyclohex-1-en-1-yl)ethyl)sulfamoyl)-3-methylbenzofuran-2-carboxylate